8-hydroxy-3-[(1-{[4-(methyldioxy-λ6-thio)phenyl]methyl}-1,2,3-triazacyclopent-4-yl)methyl]-1,2,3,4-tetrahydroquinazoline-2,4-dione OC=1C=CC=C2C(N(C(NC12)=O)CC1NNN(C1)CC1=CC=C(C=C1)[SH4]OOC)=O